N-(3-(N,S-dimethylsulfonimidoyl)phenyl)-3-(2-fluoro-4-(trifluoromethoxy)phenoxy)-6-(trifluoromethyl)pyridazine-4-carboxamide CN=S(=O)(C)C=1C=C(C=CC1)NC(=O)C1=C(N=NC(=C1)C(F)(F)F)OC1=C(C=C(C=C1)OC(F)(F)F)F